C(CCCCCCCCCCCCC)NCC(=O)O N-myristyl-glycine